N1CCNC2C1=CC=CC2 hexahydrobenzopyrazine